CC1(C=2C=C(C=CC2C=2C=C3OC=4C=5B(C=6C=C7C(=CC6OC5C=CC4)C4=CC=C(C=C4C7(C)C)N(C7=CC=CC=C7)C7=CC=CC=C7)C3=CC21)N(C2=CC=CC=C2)C2=CC=CC=C2)C 16,16,19,19-tetramethyl-N2,N2,N14,N14-tetraphenyl-16,19-dihydro-6,10-dioxa-17b-boraindeno[1,2-b]indeno[1',2':6,7]naphtho[1,2,3-fg]anthracene-2,14-diamine